(6Z,16Z)-12-((Z)-dec-4-en-1-yl)docosa-6,16-dien-11-yl 6-(dimethylamino)hexanoate CN(CCCCCC(=O)OC(CCC\C=C/CCCCC)C(CCC\C=C/CCCCC)CCC\C=C/CCCCC)C